C(C)(C)(C)OC([C@@H](CC=1C=C(C=CC1)NCC(=O)O)[C@@H]1CN(CC1)C(=O)OC(C)(C)C)=O (3-((S)-3-(tert-butoxy)-2-((R)-1-(tert-butoxycarbonyl)pyrrolidin-3-yl)-3-oxopropyl)phenyl)glycine